CNC=1NC(C=2[N+](=CN([C@H]3[C@H](OC)[C@H](O)[C@@H](CO)O3)C2N1)C)=O N2,7-dimethyl-2'-O-methyl-guanosine